C(C)(=O)C1=CC=C(C(C)(C)C2=CC=C(C=C2)O)C=C1 4-(4-acetyl-cumyl)phenol